C1=NC(=CC=2N=CC=3N(C21)C=CC3)C(=O)[O-] pyrido[4,3-e]pyrrolo[1,2-a]pyrazine-3-carboxylate